C(C)OC(=O)C1=CNC2=CC=C(N=C2C1=O)Br 6-bromo-4-oxo-1,4-dihydro-1,5-naphthyridine-3-carboxylic acid ethyl ester